((3-methyltetrahydrofuran-3-yl)methyl)-1H-pyrazolo[3,4-b]pyrazin CC1(COCC1)CN1N=CC=2C1=NC=CN2